(3,4,5-trifluorophenyl)pyrrolidine-3-carboxamide FC=1C=C(C=C(C1F)F)N1CC(CC1)C(=O)N